N-cyclopropyl-5-(4-((8-fluoro-2-methyl-3-oxo-3,4-dihydroquinoxalin-6-yl)methyl)piperazin-1-yl)-6-methylpyridinecarboxamide C1(CC1)NC(=O)C1=NC(=C(C=C1)N1CCN(CC1)CC=1C=C2NC(C(=NC2=C(C1)F)C)=O)C